Methyl 5-(2-((7-cyclopropyl-2-methyl-1,2,3,4-tetrahydroisoquinolin-6-yl)amino)-5-(trifluoromethyl)pyrimidin-4-yl)thiophene-3-carboxylate C1(CC1)C1=C(C=C2CCN(CC2=C1)C)NC1=NC=C(C(=N1)C1=CC(=CS1)C(=O)OC)C(F)(F)F